O=C1NC2(CN(C2)C(=O)OC2CC(C2)COC2=C(C=C(C=C2)Cl)F)CO1 3-((4-chloro-2-fluorophenoxy)methyl)cyclobutyl 6-oxo-7-oxa-2,5-diazaspiro[3.4]octane-2-carboxylate